tert-butyl (1-(3-(3-(hydroxymethyl)phenyl)-1,2,4-oxadiazol-5-yl)ethyl)carbamate OCC=1C=C(C=CC1)C1=NOC(=N1)C(C)NC(OC(C)(C)C)=O